5-[3-(2,2-difluoroethoxy)azetidin-1-yl]-2-[[5-[2-fluoro-4-(trifluoromethyl)phenyl]-3-methyl-triazol-4-yl]methyl]pyridazin-3-one FC(COC1CN(C1)C1=CC(N(N=C1)CC=1N(N=NC1C1=C(C=C(C=C1)C(F)(F)F)F)C)=O)F